8-Anilinonaphthalene-1-sulfonate N(C1=CC=CC=C1)C=1C=CC=C2C=CC=C(C12)S(=O)(=O)[O-]